4-chloro-2-fluoro-7-methyl-5-(pyrimidin-2-yl)-7H-pyrrolo-[2,3-d]pyrimidine ClC=1C2=C(N=C(N1)F)N(C=C2C2=NC=CC=N2)C